CC1=C(C(=CC=C1)C)N=C1C(C2=CC=C(C3=CC=CC1=C23)C2=CC=CC=C2)=NC2=C(C=CC=C2C)C N,N'-bis(2,6-dimethylphenyl)-5-phenyl-acenaphthylene-1,2-diimine